COC(C1=C(C=NC=C1)S(=O)(=O)C1=C(C(=C(C=C1)Br)C)N)=O 3-[(2-Amino-4-bromo-3-methylphenyl)sulfonyl]isonicotinic acid methyl ester